(2-chloro-3,5-difluorophenyl)boronic acid ClC1=C(C=C(C=C1F)F)B(O)O